NC1=CC=C(C(=O)OCC(O)CO)C=C1 glyceryl p-aminobenzoate